Di-ortho-tolyl-guanidin C1(=C(C=CC=C1)NC(NC1=C(C=CC=C1)C)=N)C